C(=O)=C1NC(CCC1N1C(N(C2=C1C=CC=C2NC2CCC1(CCN(CC1)CCOC1=NC=C(C=C1NC(N)=O)C(F)(F)F)CC2)C)=C=O)=C=O 3-(2-(2-(9-((1-(2,6-dicarbonylpiperidin-3-yl)-3-methyl-2-carbonyl-2,3-dihydro-1H-benzo[d]imidazol-4-yl)amino)-3-azaspiro[5.5]undecane-3-yl)ethoxy)-5-(trifluoromethyl)pyridin-3-yl)urea